3-hydroxybutyl (methyl)allyl ether CC=CCOCCC(C)O